ethyl 3-hydroxy-2,4-dichlorobenzoate OC=1C(=C(C(=O)OCC)C=CC1Cl)Cl